4-([(1H-1,3-benzodiazol-7-yl)methyl]piperazin-1-yl)-6-bromo-1-methyl-2-oxo-1,2-dihydro-1,5-naphthyridine-3-carbonitrile N1C=NC2=C1C(=CC=C2)CC2N(CCNC2)C2=C(C(N(C1=CC=C(N=C21)Br)C)=O)C#N